2-(4-morpholinyl)-8-phenyl-4H-1-benzopyran N1(CCOCC1)C=1OC2=C(CC1)C=CC=C2C2=CC=CC=C2